CC(C)(C)OC(=O)NCC1(CNC1)O tert-butyl N-[(3-hydroxyazetidin-3-yl)methyl]carbamate